Cl.BrC=1N=CC(=NC1)N 5-bromopyrazine-2-amine hydrochloride